N-(4-(methylamino)-2-oxo-7-(trifluoromethyl)-1,2-dihydro-1,8-naphthyridin-3-yl)acetamide CNC1=C(C(NC2=NC(=CC=C12)C(F)(F)F)=O)NC(C)=O